((R)-4-((1-((2R,3R,4S,5R)-3,4-dihydroxy-5-(hydroxymethyl) tetrahydrofuran-2-yl)-2-oxo-1,2-dihydropyrimidin-4-yl) amino)-4-oxo-1-(2,4,5-trifluorophenyl) butan-2-yl) carbamate C(N)(O[C@H](CC1=C(C=C(C(=C1)F)F)F)CC(=O)NC1=NC(N(C=C1)[C@@H]1O[C@@H]([C@H]([C@H]1O)O)CO)=O)=O